1-Methyl-5-nitro-6-phenoxy-1H-indazole CN1N=CC2=CC(=C(C=C12)OC1=CC=CC=C1)[N+](=O)[O-]